tri-tert-butyl (5S,12S,16S)-5-[([1,1'-biphenyl]-4-yl)methyl]-1-(9H-fluoren-9-yl)-3,6,14-trioxo-2-oxa-4,7,13,15-tetraazaoctadecane-12,16,18-tricarboxylate C1(=CC=C(C=C1)C[C@H](NC(OCC1C2=CC=CC=C2C=2C=CC=CC12)=O)C(NCCCC[C@H](NC(N[C@@H](CCC(=O)OC(C)(C)C)C(=O)OC(C)(C)C)=O)C(=O)OC(C)(C)C)=O)C1=CC=CC=C1